FC1=C(C=C(C=C1)NC(=O)C=1C(=C(N2CCCCC12)C(C(=O)NC1CC(C1)O)=O)C)C N-(4-fluoro-3-methylphenyl)-3-(2-(((1r,3r)-3-hydroxycyclobutyl)amino)-2-oxoacetyl)-2-methyl-5,6,7,8-tetrahydroindolizine-1-carboxamide